CN1C(C(=C(C2=CC=CC=C12)N1CCC(CC1)C=1OC2=C(N1)C=C(C=C2)C)C#N)=O 1-methyl-4-[4-(5-methyl-1,3-benzoxazol-2-yl)piperidin-1-yl]-2-oxo-1,2-dihydroquinoline-3-carbonitrile